N[C@H]1CC=CC[C@@H]1C1=C(C2=NC(=CC(=C2S1)N(C)CC1=CC=CC=C1)Cl)C#CCCCO 5-(2-((1s,6s)-6-aminocyclohex-3-en-1-yl)-7-(benzyl-(methyl)amino)-5-chlorothieno[3,2-b]pyridin-3-yl)pent-4-yn-1-ol